1-cyclopentyl-5-(4-fluorophenyl)-4-oxo-1,4-dihydropyridine-3-carboxylic acid C1(CCCC1)N1C=C(C(C(=C1)C1=CC=C(C=C1)F)=O)C(=O)O